CNC(=O)C=1NC=C(C1)NC1=NC2=CC(=CC=C2C=N1)C1=CN=C2N1CCCC2 N-methyl-4-((7-(5,6,7,8-tetrahydroimidazo[1,2-a]pyridin-3-yl)quinazolin-2-yl)amino)-1H-pyrrole-2-carboxamide